(S)-5,5-difluoro-1-(4-fluoro-3-(trifluoromethyl)phenyl)-3-((trifluoromethyl)sulfonyl)-4,5,6,7-tetrahydro-1H-indol-4-ol FC1([C@H](C=2C(=CN(C2CC1)C1=CC(=C(C=C1)F)C(F)(F)F)S(=O)(=O)C(F)(F)F)O)F